N-(5-chloro-6-methylpyridin-3-yl)-2-(2-(4-fluorophenyl)-5-methylpiperidin-1-yl)-2-oxoacetamide ClC=1C=C(C=NC1C)NC(C(=O)N1C(CCC(C1)C)C1=CC=C(C=C1)F)=O